ClC1=C(C=CC(=C1)Cl)C(CN1C=NC=C1)O 1-(2,4-dichlorophenyl)-2-(1H-imidazol-1-yl)ethan-1-ol